(R)-1-(1-acryloylpiperidin-3-yl)-4-amino-3-(4-phenoxyphenyl)-1H-imidazo[4,5-c]pyridine C(C=C)(=O)N1C[C@@H](CCC1)N1CN(C=2C(=NC=CC21)N)C2=CC=C(C=C2)OC2=CC=CC=C2